CC(C(=O)O)C(CC=C)C 2,3-dimethyl-5-hexenoic acid